(S)-(3-(5-(3,5-difluorophenyl)-3-oxo-6,7-dihydro-3H-pyrrolo[2,1-c][1,2,4]triazol-2(5H)-yl)bicyclo[1.1.1]pentan-1-yl)methyl methanesulfonate CS(=O)(=O)OCC12CC(C1)(C2)N2N=C1N(C2=O)[C@@H](CC1)C1=CC(=CC(=C1)F)F